tert-butyl 6-((3,4-dimethoxybenzyl) (2-(2,6-dioxopiperidin-3-yl)-1,3-dioxoisoindolin-5-yl) amino)-2,2-difluorohexanoate COC=1C=C(CN(CCCCC(C(=O)OC(C)(C)C)(F)F)C=2C=C3C(N(C(C3=CC2)=O)C2C(NC(CC2)=O)=O)=O)C=CC1OC